ClC1=CC(=C(C(=N1)C(=O)NC1C(CC1)(C)C)O)OC 6-Chloro-N-(2,2-dimethylcyclobutyl)-3-hydroxy-4-methoxy-pyridine-2-carboxamide